C(C)(=O)NC1CCN(CC1)C(=O)C1=NN(C=2CCC(CC12)(F)F)C[C@H]1C[C@H](OC2=NC=C(C=C2)Cl)CCO1 1-{3-[4-(Acetylamino)piperidin-1-carbonyl]-5,5-difluoro-4,5,6,7-tetrahydro-1H-indazol-1-yl}-2,6-anhydro-4-O-(5-chloropyridin-2-yl)-1,3,5-tridesoxy-D-erythrohexitol